tert-butyl 2-(4-cyclobutylphenyl)-9-diazo-8-oxo-2,3,4,5a,6,7,8,9-octahydro-5H-1,2,5,7-tetraazabenzo[cd]azulene-5-carboxylate C1(CCC1)C1=CC=C(C=C1)N1N=C2C(C(NCC3C2=C1CCN3C(=O)OC(C)(C)C)=O)=[N+]=[N-]